6-chloro-5-(2-(((4-(difluoromethyl)-2-((4-methoxybenzyl)amino)pyridin-3-yl)methyl)amino)ethoxy)quinazolin-4(3H)-one ClC=1C(=C2C(NC=NC2=CC1)=O)OCCNCC=1C(=NC=CC1C(F)F)NCC1=CC=C(C=C1)OC